Cl.NCCCCC(=O)OCC=O 2-oxoethyl 5-aminopentanoate hydrochloride